(S)-benzyl 1-((S)-2-((S)-2-(tert-butoxycarbonyl(methyl)amino)propanamido)-3,3-dimethylbutanoyl)pyrrolidine-2-carboxylate C(C)(C)(C)OC(=O)N([C@H](C(=O)N[C@H](C(=O)N1[C@@H](CCC1)C(=O)OCC1=CC=CC=C1)C(C)(C)C)C)C